2-(4-oxo-3,4-dihydrobenzo[b][1,4]thiazepin-5(2H)-yl)acetic acid O=C1N(C2=C(SCC1)C=CC=C2)CC(=O)O